benzene-1,2,4-tricarboxylic acid-1,2-anhydride C=12C(=CC(=CC1)C(=O)O)C(=O)OC2=O